2-[2-[tert-butyl-(dimethyl)silyl]oxyethyl]-5-isopropoxy-pyrazole-3-carbaldehyde C(C)(C)(C)[Si](OCCN1N=C(C=C1C=O)OC(C)C)(C)C